(R)-4-(7-(3-aminopiperidin-1-yl)-3-(o-tolyl)-3H-imidazo[4,5-b]pyridin-2-yl)-2-fluorobenzonitrile N[C@H]1CN(CCC1)C1=C2C(=NC=C1)N(C(=N2)C2=CC(=C(C#N)C=C2)F)C2=C(C=CC=C2)C